CC=1N(C(=CC1)C)C1=NN(C2=CC=C(C(=C12)OC)C1(CC1)C(F)(F)F)C 3-(2,5-Dimethyl-1H-pyrrol-1-yl)-4-methoxy-1-methyl-5-(1-(trifluoromethyl)cyclopropyl)-1H-indazole